C(C)(C)(C)S(=O)N1CC12COC2 1-tert-butylsulfinyl-5-oxa-1-azaspiro[2.3]hexane